4-((2-butyl-1-(2,6-dimethoxyphenyl)-6-hydroxy-4-oxo-1,4-dihydropyrimidin-5-yl)sulfonyl)benzoic acid C(CCC)C=1N(C(=C(C(N1)=O)S(=O)(=O)C1=CC=C(C(=O)O)C=C1)O)C1=C(C=CC=C1OC)OC